tert-butyl 5-((1H-benzo[d][1,2,3]triazole-5-carboxamido)methyl)-2-azabicyclo[2.2.1]heptane-2-carboxylate N1N=NC2=C1C=CC(=C2)C(=O)NCC2C1CN(C(C2)C1)C(=O)OC(C)(C)C